NC=1N=C(SC1C(=O)C1=CC=C(C=C1)Cl)NC1=CC(=C(C=C1)OC(F)(F)F)F {4-amino-2-[3-fluoro-4-(trifluoromethoxy)anilino]-1,3-thiazol-5-yl}(4-chlorophenyl)methanone